CC=1C(=C(C(=O)N)C=CC1)N 3-Methyl-2-aminobenzamide